CC=1C=2N(C=C(C1)CNCCO)C=C(N2)C=2C(=C(C=CC2)C2=CC=CC=C2)C 2-((8-Methyl-2-(2-methylbiphenyl-3-yl)imidazo[1,2-a]pyridin-6-yl)methylamino)ethanol